F[C@H]1CN(CC1)CC1=CSC2=C1N=C(N=C2N2[C@@H](COCC2)C)C2=C1C(=NC=C2)NC=C1 (R)-4-(7-(((R)-3-fluoropyrrolidin-1-yl)methyl)-2-(1H-pyrrolo[2,3-b]pyridin-4-yl)thieno[3,2-d]pyrimidin-4-yl)-3-methylmorpholine